fluoro-5-oxa-2-azabicyclo[5.1.0]octane-6,6-d2 FC12NCCOC(C2C1)([2H])[2H]